S(=O)(=O)(O)C1=C2C=C(C(=O)OC2=O)C(=C1)S(=O)(=O)O 4,6-disulfo-isophthalic anhydride